3-hydroxy-1-(4-methoxy-2,3-dihydro-1H-benzo[b][1,4]diazepin-1-yl)propan-1-one OCCC(=O)N1C2=C(N=C(CC1)OC)C=CC=C2